2-amino-N-(1-(4-chloro-7-ethoxy-1-isopropyl-1H-indazol-6-yl)ethyl)pyrazolo[1,5-a]pyrimidine-3-carboxamide NC1=NN2C(N=CC=C2)=C1C(=O)NC(C)C1=CC(=C2C=NN(C2=C1OCC)C(C)C)Cl